CN1CCN(CC1)CC1=C(C=C(C=C1)NC(=O)C1=CC=C2CCN(C2=C1)CC=1C=NC=2N(C1)N=CC2)C(F)(F)F N-(4-((4-Methylpiperazin-1-yl)methyl)-3-(trifluoromethyl)phenyl)-1-(pyrazolo[1,5-a]pyrimidin-6-ylmethyl)indolin-6-carboxamid